BrC1=CC(=C(C=N1)S(=O)(=O)C1=CN(C2=CC=CC(=C12)C)C)C 3-[(6-bromo-4-methyl-3-pyridinyl)sulfonyl]-1,4-dimethyl-indole